C(=O)(OC(C)(C)C)C12CC3(CC(CC(C1)C3)C2)C(=O)O 3-(Boc)-adamantane-1-carboxylic acid